FCOC=1C=C(CCC2=C(OC(CC(C)OC)N(C)C)C=CC=C2)C=CC1 (2-(3-(fluoromethoxy)phenethyl)phenoxy)-3-methoxy-N,N-dimethylbutan-1-amine